6-(3,4-Dichloro-phenyl)-pyrimidine-4-carboxylic acid pyridazin-3-yl-amide N1=NC(=CC=C1)NC(=O)C1=NC=NC(=C1)C1=CC(=C(C=C1)Cl)Cl